CCCCCCC(=O)[O-] The molecule is a medium-chain fatty acid anion that is the conjugate base of heptanoic acid; shown in myocardial ischaemia/reperfusion studies to increase levels of C4 Kreb's cycle intermediates. It has a role as a plant metabolite. It is a straight-chain saturated fatty acid anion and a medium-chain fatty acid anion. It is a conjugate base of a heptanoic acid.